(R)-1-((2-((4-((2-(6-methylpyridin-2-yl)pyrimidin-4-yl)amino)pyrimidin-2-yl)amino)thiazol-4-yl)methyl)piperidine-3-carboxylic acid CC1=CC=CC(=N1)C1=NC=CC(=N1)NC1=NC(=NC=C1)NC=1SC=C(N1)CN1C[C@@H](CCC1)C(=O)O